2,4,6-triethoxypyridine C(C)OC1=NC(=CC(=C1)OCC)OCC